rac-tert-butyl ((1r,4r)-4-(((2-chloro-4-((3-(2,3-difluoro-4-methoxyphenyl)imidazo[1,2-a]pyrazin-8-yl)amino)phenyl)thio)methyl)cyclohexyl)carbamate ClC1=C(C=CC(=C1)NC=1C=2N(C=CN1)C(=CN2)C2=C(C(=C(C=C2)OC)F)F)SCC2CCC(CC2)NC(OC(C)(C)C)=O